BrC=1C=CC(=NC1)C1=NC2=CC(=CC=C2C(=C1)N1CCOCC1)Cl (2-(5-bromopyridin-2-yl)-7-chloroquinolin-4-yl)(morpholin)